FC=1C(=NC=C(C1)C(C(C(F)(F)F)(F)F)(F)F)C=1C(=C(C(=O)N)C=C(C1)[N+](=O)[O-])SC1=NN=NN1CCCS(=O)C [3-fluoro-5-(1,1,2,2,3,3,3-heptafluoropropyl)-2-pyridyl]-2-[1-(3-methylsulfinylpropyl)tetrazol-5-yl]sulfanyl-5-nitro-benzamide